tetramethylcyclopentadienyl-t-butylamino-dimethyl-titanium CCC(C(C)(C)C)(C)N[Ti](C)(C)C1C=CC=C1